(S)-6-ethyl-N-((S)-7-oxo-1-(5-(4-(thiazol-2-yl)phenyl)oxazol-2-yl)nonyl)-6-azaspiro[2.5]octane-1-carboxamide C(C)N1CCC2(C[C@@H]2C(=O)N[C@@H](CCCCCC(CC)=O)C=2OC(=CN2)C2=CC=C(C=C2)C=2SC=CN2)CC1